(3E)-1-iodo-8,8-dimethoxy-3-octene ICC\C=C\CCCC(OC)OC